4-(4-(thiophen-2-ylsulfonyl)-3,4-dihydro-2H-pyrido[4,3-b][1,4]thiazin-8-yl)benzonitrile S1C(=CC=C1)S(=O)(=O)N1C2=C(SCC1)C(=CN=C2)C2=CC=C(C#N)C=C2